C(C)(C)(C)C1=C(C(=O)NSC(=S)OCC)C=C(C=C1C(F)(F)F)C(F)(F)F (tert-butyl)-N-((ethoxycarbonothioyl)thio)-3,5-bis(trifluoromethyl)benzamide